C(C)(C)(C)N1CCC(CC1)N1C2=C(NC(C1=O)=O)C=C(C=N2)Br tert-Butyl-4-(7-bromo-2,3-dioxo-2,3-dihydropyrido[2,3-b]pyrazin-4(1H)-yl)piperidin